FC1=C(C(=CC(=C1)OC1CN(C1)C)F)[C@H]1N([C@@H](CC2=C1NC1=CC=CC=C21)C)CC(C)(C)F (1R,3R)-1-[2,6-difluoro-4-(1-methylazetidin-3-yl)oxy-phenyl]-2-(2-fluoro-2-methyl-propyl)-3-methyl-1,3,4,9-tetrahydropyrido[3,4-b]indole